(tridecyl)-4,4'-isopropylidenediphenyl diphosphite O1P(OC2=C(C=C(C=C2)C(C)(C)C2=CC=C1C=C2)CCCCCCCCCCCCC)OP([O-])[O-]